C(C)(C)(C)SSC(COC=1C=C(C(=O)OCC)C=CC1)OCCO ethyl 3-(2-{tert-butyldisulfaneyl}-2-(2-hydroxyethoxy)ethoxy)benzoate